BrC1=CC(=C(C=C1)NC1=C(C=2N(C=C1C(=O)N1CC(C1)(O)C1NCCCC1)C=CN2)Cl)Cl 1-({7-[(4-bromo-2-chlorophenyl)amino]-8-chloroimidazo[1,2-a]pyridin-6-yl}carbonyl)-3-piperidin-2-ylazetidin-3-ol